[2-(3-methoxyphenyl)ethyl]methylamine COC=1C=C(C=CC1)CCNC